O=C1N(CC2=C(C=CC=C12)N1C(CNCC1)=O)C1C(NC(CC1)=O)=O 3-(1-oxo-4-(2-oxopiperazin-1-yl)isoindolin-2-yl)piperidine-2,6-dione